1-(6-amino-3,3(s),5-trimethyl-hexyl)-2,3-dicyclohexylguanidine NCC(CC(CCNC(=NC1CCCCC1)NC1CCCCC1)(C)C)C